3-(2-{[4-chloro-3-(4-cyano-6-trifluoromethyl-pyridin-3-yl)-benzoyl]-methyl-amino}-phenoxy)-propionic acid ethyl ester C(C)OC(CCOC1=C(C=CC=C1)N(C)C(C1=CC(=C(C=C1)Cl)C=1C=NC(=CC1C#N)C(F)(F)F)=O)=O